C(C1=CC=CC=C1)O[C@H]1[C@H](O)O[C@@H]([C@H]1O)COCC1=CC=CC=C1 2,5-di-O-benzyl-β-D-ribofuranose